(S)-2-(4-Bromo-2-(trifluoromethyl)thiazol-5-carboxamido)-N6-ethyl-N1-(1-(2-(2-adamantylamino)-2-oxoethyl)-2-oxo-1,2-dihydropyridin-3-yl)-5-oxohexandiamid BrC=1N=C(SC1C(=O)N[C@H](C(=O)NC=1C(N(C=CC1)CC(=O)NC1C2CC3CC(CC1C3)C2)=O)CCC(C(=O)NCC)=O)C(F)(F)F